CC=1N=C(N=NC1C1=C(C=C(C=C1)C(F)(F)F)O)N[C@H]1CN(CCC1)C 2-(5-methyl-3-{[(3R)-1-methylpiperidin-3-yl]amino}-1,2,4-triazin-6-yl)-5-(trifluoromethyl)phenol